[O-]CC.[K+] Kalium ethoxid